pyridochroman O1CCCC2=CC=C3C(=C12)C=CC=N3